CC1N(C(CCC1)C)[SiH](C)C 2,6-dimethylpiperidinodimethylsilane